4-(2-hydroxyethyl)-1-(4-piperidinyl)-1H-benzimidazol-2-one OCCC1=CC=CC=2N(C(NC21)=O)C2CCNCC2